C(C)(C)C1=C(C=CC=C1)C=1C=C2C(=CN1)N(C=C2OC2=CC=C(C=C2)B2OC(C(O2)(C)C)(C)C)COCC[Si](C)(C)C 2-[[5-(2-isopropylphenyl)-3-[4-(4,4,5,5-tetramethyl-1,3,2-dioxaborolan-2-yl)phenoxy]pyrrolo[2,3-c]pyridin-1-yl]methoxy]ethyl-trimethyl-silane